3-(1-methyl-7-((1-(6-methylbenzo[b]thiophene-2-carbonyl)piperidin-4-yl)oxy)-1H-indazol-3-yl)piperidine-2,6-dione CN1N=C(C2=CC=CC(=C12)OC1CCN(CC1)C(=O)C1=CC2=C(S1)C=C(C=C2)C)C2C(NC(CC2)=O)=O